(2S,5R)-2-(2-bromo-5-chlorobenzyl)-3,6-diethoxy-5-isopropyl-2,5-dihydropyrazine BrC1=C(C[C@@H]2N=C([C@H](N=C2OCC)C(C)C)OCC)C=C(C=C1)Cl